2-oxo-4-phenylbut-3-enoic acid O=C(C(=O)O)C=CC1=CC=CC=C1